C(C1=CC=CC=C1)N(C(C#CC1=CC=CC=C1)=O)C1=NOC(=N1)C1=CC=C(C=C1)OC N-benzyl-N-(5-(4-methoxyphenyl)-1,2,4-oxadiazol-3-yl)-3-phenylpropiolamide